CC1NC(CCC(N(CCNC(CCN(C(CNC1=O)=O)C)=O)C)=O)=O 2,7,14-trimethyl-3,6,10,15,18-pentaoxo-1,4,7,11,14-pentaazacyclooctadecane